C(C)(C)(C)OC(=O)N[C@H](C(=O)N[C@H](C(=O)O)CCCNC(=O)N)C(C)C (2S)-2-[[(2S)-2-(tert-butoxycarbonylamino)-3-methyl-butanoyl]amino]-5-ureido-pentanoic acid